1,4-diphenyl-anilino-dihydrotriazole C1(=CC=CC=C1)C1(NN2NNC=C2)CC=C(C=C1)C1=CC=CC=C1